oxygen (ii) 5-amino-1-[2,6-dichloro-4-(trifluoromethyl)phenyl]-4-trifluoromethyl-sulfinyl-pyrazole-3-nitrile NC1=C(C(=NN1C1=C(C=C(C=C1Cl)C(F)(F)F)Cl)C#N)S(=O)C(F)(F)F.[O+2]